NC1=C(C(=O)N[C@H](C(=O)OCC)C)C=CC=C1 (S)-Ethyl 2-(2-aminobenzamido)propionate